CC=CN(C1=NN=NN1)C1=CC=CC=C1 methyl-phenyl-vinyl-aminotetrazole